1-(2-acetyl-2-azaspiro[3.3]hept-6-yl)-N-(3-chloro-5-(methylsulfonyl)phenyl)-1H-pyrazole-4-carboxamide C(C)(=O)N1CC2(C1)CC(C2)N2N=CC(=C2)C(=O)NC2=CC(=CC(=C2)S(=O)(=O)C)Cl